[(2S,4R)-1-benzyl-4-fluoro-2-methyl-pyrrolidin-2-yl]methanol C(C1=CC=CC=C1)N1[C@](C[C@H](C1)F)(C)CO